COC=1C(=CC=2C=CC3=CC=CC=C3C2C1)B(O)O (3-methoxyphenanthren-2-yl)boronic acid